BrC=1C=C(C=CC1NC[C@H](C)C1=CC=CC=C1)S(=O)(=O)N(C)CC1=CC=C(C=C1)OC 3-Bromo-N-[(4-methoxyphenyl)methyl]-N-methyl-4-[[(2R)-2-phenylpropyl]amino]benzenesulfonamide